2-(3,4-dihydro-2H-benzo[b][1,4]oxazin-6-yl)-2-hydroxyethan-1-one O1C2=C(NCC1)C=C(C=C2)C(C=O)O